(6-(4-acetyl-2H-1,2,3-triazol-2-yl)-5-chloropyridin-3-yl)carbamic acid tert-butyl ester C(C)(C)(C)OC(NC=1C=NC(=C(C1)Cl)N1N=CC(=N1)C(C)=O)=O